2-(2-((3ar,6as)-5-(4,6-dimethylpyrimidin-2-yl)octahydropyrrolo[3,4-c]pyrrole-2-carbonyl)-3-fluorophenyl)cyclopropane-1-carbonitrile CC1=NC(=NC(=C1)C)N1C[C@@H]2[C@H](C1)CN(C2)C(=O)C2=C(C=CC=C2F)C2C(C2)C#N